5-bromo-7-fluoro-3-[(3R)-3-(hydroxymethyl)morpholin-4-yl]-1H-quinoxalin-2-one BrC1=C2N=C(C(NC2=CC(=C1)F)=O)N1[C@@H](COCC1)CO